tert-butyl 7-(3-(2,6-bis(benzyloxy) pyridin-3-yl) phenyl)-2,7-diazaspiro[3.5]nonane-2-carboxylate C(C1=CC=CC=C1)OC1=NC(=CC=C1C=1C=C(C=CC1)N1CCC2(CN(C2)C(=O)OC(C)(C)C)CC1)OCC1=CC=CC=C1